[2-(aminomethyl)-3,3-difluoro-allyl]-4-[5-(2,1,3-benzooxadiazol-5-yl)-3-methyl-2-pyridinyl]-1,2,4-triazol-3-one trifluoroacetate salt FC(C(=O)O)(F)F.NCC(CC=1N(C(NN1)=O)C1=NC=C(C=C1C)C1=CC=2C(=NON2)C=C1)=C(F)F